tert-butyl 1-(4-([1,1'-biphenyl]-2-yl)-2-methylquinoline-6-carbonyl)piperidine-4-carboxylate C1(=C(C=CC=C1)C1=CC(=NC2=CC=C(C=C12)C(=O)N1CCC(CC1)C(=O)OC(C)(C)C)C)C1=CC=CC=C1